N(=[N+]=[N-])[C@@H](C)OC(=O)N1CCCC1 (R-1-Azidoethyl)Pyrrolidine-1-Carboxylate